ClC=1N=CC2=C(N1)N(C(=C2)C2CC2)C2=CC=CC(=N2)N 6-(2-chloro-6-cyclopropyl-7H-pyrrolo[2,3-d]pyrimidin-7-yl)pyridin-2-amine